ClC=1C=2C(N=C3N(C2C=CC1)C1=CC(=CC=C1C31CCCCC1)N1CCN(CC1)C1CCC(CC1)CO)=O 4'-chloro-10'-(4-(4-(hydroxymethyl)cyclohexyl)piperazin-1-yl)-5'H-spiro[cyclohexane-1,7'-indolo[1,2-a]quinazolin]-5'-one